tert-Butyl 3,4-dimethylpiperazine-1-carboxylate CC1CN(CCN1C)C(=O)OC(C)(C)C